(3S,10S)-7-((3S,5R)-4-acryloyl-3,5-dimethylpiperazin-1-yl)-10-(5-bromo-2,4-difluorophenyl)-3-ethyl-9-(trifluoromethyl)-2,3-dihydro-5H-[1,4]thiazino[2,3,4-ij]quinazolin-5-one C(C=C)(=O)N1[C@H](CN(C[C@H]1C)C1=NC(N2C3=C(C(=C(C=C13)C(F)(F)F)C1=C(C=C(C(=C1)Br)F)F)SC[C@@H]2CC)=O)C